4-(4-amino-3-(1H-pyrrolo[2,3-b]pyridin-5-yl)-1H-pyrazolo[3,4-d]pyrimidin-1-yl)piperidine-1-carboxylic acid tert-butyl ester C(C)(C)(C)OC(=O)N1CCC(CC1)N1N=C(C=2C1=NC=NC2N)C=2C=C1C(=NC2)NC=C1